ClC1=C2C=C(NC2=C(C(=C1)C1=CCCN(C1)C(C)=O)F)C(=O)N1CCN(CC1)C1=NC=C(C=C1OC)F 1-[5-[4-Chloro-7-fluoro-2-[4-(5-fluoro-3-methoxy-2-pyridyl)piperazine-1-carbonyl]-1H-indol-6-yl]-3,6-dihydro-2H-pyridin-1-yl]ethanone